N-(4-{6-[2-(5-Fluoro-2,7-dimethyl-benzo[b]thiophen-3-yl)-ethylamino]-pyrimidin-4-yl}-phenyl)-formamid FC1=CC2=C(SC(=C2CCNC2=CC(=NC=N2)C2=CC=C(C=C2)NC=O)C)C(=C1)C